2,4-Dihydroxy-10,11-dihydro-5H-dibenzo[a,d][7]annulen-5-one OC1=CC2=C(C(C3=C(CC2)C=CC=C3)=O)C(=C1)O